C(CCCCCCCC=CCC=CC)=O 9,12-Tetradecadienal